N-(1-(3,4,5-trimethoxyphenyl)-1H-imidazol-4-yl)quinazolin-4-amine COC=1C=C(C=C(C1OC)OC)N1C=NC(=C1)NC1=NC=NC2=CC=CC=C12